C(=O)C1C[C@H](NC1)C(=O)O 4-formylproline